C(C)(C)(C)OC(=O)N1CC(CCC1)N1C(C(=CC2=C1N=C(N=C2)SC)N2CCN(C1=C(C=CC=C21)C)C(=O)OCC2=CC=CC=C2)=O benzyl 4-[8-(1-tert-butoxycarbonyl-3-piperidyl)-2-methylsulfanyl-7-oxo-pyrido[2,3-d]pyrimidin-6-yl]-8-methyl-2,3-dihydroquinoxaline-1-carboxylate